2-[[4-[5-cycloprop-yl-2-(2H-tetrazol-5-yl)phenyl]piperazin-1-yl]methyl]-1,3-benzothiazole C1(CC1)C=1C=CC(=C(C1)N1CCN(CC1)CC=1SC2=C(N1)C=CC=C2)C=2N=NNN2